tert-butyl-rel-(6R,7R)-2-oxo-7-({[(1s,4s)-4-(2-hydroxyphenyl)cyclohexyl]oxy}methyl)-3-oxa-1,8-diazaspiro[5.5]undecane-8-carboxylate C(C)(C)(C)OC(=O)N1[C@H]([C@]2(CCOC(N2)=O)CCC1)COC1CCC(CC1)C1=C(C=CC=C1)O |o1:8,9|